sodium β-octylaminopropionate C(CCCCCCC)NCCC(=O)[O-].[Na+]